2-methoxy-5-(5-methyl-1H-1,2,4-triazol-3-yl)pyrimidine COC1=NC=C(C=N1)C1=NNC(=N1)C